C(CCCCC)SC(N)=[NH2+] S-hexyl-isothiouronium